CC1=C(C(=O)C2=CC=CC=C2)C=CC=C1 2-Methyl-Benzophenone